CC1(CN(CC1)C=1C=C(C(=O)O)C=CC1C(NS(N(C)C)(=O)=O)=O)C 3-(3,3-dimethylpyrrolidin-1-yl)-4-((N,N-dimethylsulfamoyl)carbamoyl)benzoic acid